C(CCCCCCCCCCC)OC1=C(C[N+]2(CC[N+](CC2)(CC2=C(C(=CC(=C2)CC)OC)OCCCCCCCCCCCC)[O-])[O-])C=C(C=C1OC)CC 1,4-Bis(2-dodecyloxy-5-ethyl-3-methoxybenzyl)piperazin-1,4-dioxid